COC(CC1=NC=C(C=C1)CN)=O 2-(5-(aminomethyl)pyridin-2-yl)acetic acid methyl ester